(R)-2-iodo-4-((2-methylmorpholinyl)methyl)-6-(trifluoromethyl)phenol IC1=C(C(=CC(=C1)CN1C[C@H](OCC1)C)C(F)(F)F)O